C(C1=CC=CC=C1)OC(=O)N1CC(C1)OCCNC(=O)OC(C)(C)C 3-(2-((tert-Butoxycarbonyl)amino)ethoxy)azetidine-1-carboxylic acid benzyl ester